FC1=CC(=CC=2N(C=NC21)CCF)C=2C=CN1N=C(N=C(C12)OC)N[C@H]1[C@H](CN(CC1)C)F 5-(4-fluoro-1-(2-fluoroethyl)-1H-benzo[d]imidazol-6-yl)-N-((3S,4R)-3-fluoro-1-methylpiperidin-4-yl)-4-methoxypyrrolo[2,1-f][1,2,4]triazin-2-amine